1-tosyl-4-vinyl-1,4-dihydro-2H-benzo[d][1,3]oxazine-2-one S(=O)(=O)(C1=CC=C(C)C=C1)N1C(OC(C2=C1C=CC=C2)C=C)=O